benzyl (S)-3-(((1-benzylcyclohexyl)methyl)amino)-1-chloro-4-oxo-4,6,7,8-tetrahydropyrrolo[1,2-a]pyrazine-6-carboxylate C(C1=CC=CC=C1)C1(CCCCC1)CNC1=NC(=C2N(C1=O)[C@@H](CC2)C(=O)OCC2=CC=CC=C2)Cl